OC[C@@H](C1=CC=C(C=C1)B1OC(C(O1)(C)C)(C)C)NC(OC(C)(C)C)=O tert-butyl (R)-(2-hydroxy-1-(4-(4,4,5,5-tetramethyl-1,3,2-dioxaborolan-2-yl)phenyl)ethyl)carbamate